((cyclohexylamino)methyl)-1,4-benzenediol C1(CCCCC1)NCC1=C(C=CC(=C1)O)O